ethyl 2-amino-6-fluoropyrazolo[1,5-a]pyrimidine-3-carboxylate NC1=NN2C(N=CC(=C2)F)=C1C(=O)OCC